N-(pyridin-4-yl)-5-(1,3,5-trimethyl-1H-pyrazol-4-yl)-1H-indole-3-carboxamide N1=CC=C(C=C1)NC(=O)C1=CNC2=CC=C(C=C12)C=1C(=NN(C1C)C)C